FC1=C(C(C(C(C1(F)F)(F)F)(F)F)(F)F)C(C(F)(F)F)(C(C(C(F)(F)F)(C(F)(F)F)F)(F)F)C(F)(F)F 1,3,3,4,4,5,5,6,6-nonafluoro-2-(1,1,1,3,3,4,5,5,5-nonafluoro-2,4-bis(trifluoromethyl)pent-2-yl)cyclohex-1-ene